[Si](C)(C)(C(C)(C)C)OCC1=C(C(=C(C=C1OC)OC)F)C1(CC2(OCCO2)CCC1)O 7-(2-{[(tert-butyldimethylsilyl)oxy]methyl}-6-fluoro-3,5-dimethoxyphenyl)-1,4-dioxaspiro[4.5]decan-7-ol